Ethyl (S)-3-((tert-butoxycarbonyl)amino)-3-(4-fluoro-2'-hydroxy-5,6'-dimethyl-[1,1'-biphenyl]-3-yl)propanoate C(C)(C)(C)OC(=O)N[C@@H](CC(=O)OCC)C=1C=C(C=C(C1F)C)C1=C(C=CC=C1C)O